3-(2-isopropylphenyl)-4-methoxypyridine C(C)(C)C1=C(C=CC=C1)C=1C=NC=CC1OC